(E)-N-(6'-chloro-2',3'-dimethoxy-[1,1'-biphenyl]-3-yl)-4-(4-chlorobut-2-enamido)-3-cyanobenzamide ClC1=CC=C(C(=C1C1=CC(=CC=C1)NC(C1=CC(=C(C=C1)NC(\C=C\CCl)=O)C#N)=O)OC)OC